NCC1=CC=C(C=C1)C1CN(C1)C(=O)OC(C)(C)C tert-butyl 3-[4-(aminomethyl)phenyl]azetidine-1-carboxylate